4-isopropyl-N-(1-(2-methoxyethyl)piperidin-4-yl)-5-(8-methyl-[1,2,4]triazolo[1,5-a]pyridin-6-yl)-1H-pyrazole-3-carboxamide C(C)(C)C=1C(=NNC1C=1C=C(C=2N(C1)N=CN2)C)C(=O)NC2CCN(CC2)CCOC